C(C)(C)(C)OC(=O)N1C[C@@H](CCC1)NC(CN1C(C2=CC=C(C=C2C(=N1)C(C)C)Br)=O)=O (R)-3-(2-(6-bromo-4-isopropyl-1-oxophthalazin-2(1H)-yl)acetamido)piperidine-1-carboxylic acid tert-butyl ester